C1N(CC12CCOCC2)CC2=CC1=C(OC[C@@H](C(N1C)=O)NC(=O)C1=NC=CC(=C1)OC1=CC=CC=C1)C=C2 (S)-N-(7-((7-oxa-2-azaspiro[3.5]non-2-yl)methyl)-5-methyl-4-oxo-2,3,4,5-tetrahydrobenzo[b][1,4]oxazepin-3-yl)-4-phenoxypyridineamide